O.S(=O)(=O)([O-])[O-].[Fe+3].S(=O)(=O)([O-])[O-].S(=O)(=O)([O-])[O-].[Fe+3] Ferric Sulfate, Hydrate